[Si](C)(C)(C(C)(C)C)ON1[C@@H]2C=C([C@H](N(C1=O)C2)C(=O)NOC[C@H]2N(CC(C2)(F)F)C(=O)OC(C)(C)C)C tert-butyl (2S)-2-((((2S,5R)-6-((tert-butyldimethylsilyl) oxy)-3-methyl-7-oxo-1,6-diazabicyclo[3.2.1]oct-3-ene-2-carboxamido) oxy) methyl)-4,4-difluoropyrrolidine-1-carboxylate